5-Bromo-6-(dimethylamino)-N-(2-ethoxybenzene-1-sulfonyl)-1-benzofuran-2-carboxamide BrC=1C(=CC2=C(C=C(O2)C(=O)NS(=O)(=O)C2=C(C=CC=C2)OCC)C1)N(C)C